C(C)OC=1C=C2C=CC(=C(C2=CC1)C=O)O 6-Ethoxy-2-hydroxy-1-naphthaldehyde